(E)-2-(5-Fluoro-1-(4-(hydroxymethyl)benzylidene)-2-methyl-1H-inden-3-yl)acetic acid FC=1C=C2C(=C(\C(\C2=CC1)=C/C1=CC=C(C=C1)CO)C)CC(=O)O